tert-butyl 3-{1-[tricyclo[3.3.1.13,7]dec-1-ylmethyl]-1H-pyrazol-4-yl}-6-[8-(1,3-benzothiazol-2-ylcarbamoyl)-3,4-dihydroisoquinolin-2(1H)-yl]pyridine-2-carboxylate C12(CC3CC(CC(C1)C3)C2)CN2N=CC(=C2)C=2C(=NC(=CC2)N2CC3=C(C=CC=C3CC2)C(NC=2SC3=C(N2)C=CC=C3)=O)C(=O)OC(C)(C)C